N-(6-(1,3,4-Thiadiazol-2-yl)isoquinolin-3-yl)-3-(4-methylpiperazin-1-yl)Benzamide S1C(=NN=C1)C=1C=C2C=C(N=CC2=CC1)NC(C1=CC(=CC=C1)N1CCN(CC1)C)=O